COC(=O)C1=CN=C(S1)C=1C=NC(=C(C1)F)N1CCC(CC1)(F)F.FC1(CCN(CC1)C1=C(C=C(C=N1)C=1SC(=CN1)C(=O)O)F)F 2-[6-(4,4-difluoropiperidin-1-yl)-5-fluoropyridin-3-yl]-1,3-thiazole-5-carboxylic acid Methyl-2-[6-(4,4-difluoropiperidin-1-yl)-5-fluoropyridin-3-yl]-1,3-thiazole-5-carboxylate